C1(=CC=CC=C1)[B-](F)(F)F.[H+] phenyl-trifluoroboric acid